6-(3-isopropyl-5-(2-(2-(methylsulfonyl)ethyl)octahydrocyclopenta[c]pyrrol-5-yl)-1H-indol-2-yl)-7,8-dimethyl-[1,2,4]triazolo[1,5-a]pyridine C(C)(C)C1=C(NC2=CC=C(C=C12)C1CC2C(CN(C2)CCS(=O)(=O)C)C1)C=1C(=C(C=2N(C1)N=CN2)C)C